C(C)(C)OC1=CC=C(C=N1)S(=O)(=O)N1CCC2(CCC(C2)N2CC3(COC3)C2)CC1 6-(8-((6-isopropoxypyridin-3-yl)sulfonyl)-8-azaspiro[4.5]dec-2-yl)-2-oxa-6-azaspiro[3.3]heptane